N-((3-methoxyphenyl)(methyl)-λ4-sulfanylidene)cyanamide COC=1C=C(C=CC1)S(=NC#N)C